CC1=CC=CC(=N1)C1=NC=CC(=N1)NC1=NC(=NC=C1)NC=1C=C(C=NC1)CN1CC(C1)C(=O)O[C@@H]1CNCC1 [(3S)-pyrrolidin-3-yl] 1-[[5-[[4-[[2-(6-methyl-2-pyridyl)pyrimidin-4-yl]amino]pyrimidin-2-yl]amino]-3-pyridyl]methyl]azetidine-3-carboxylate